dihydro-3-(2-(dipropylamino) ethyl)-1H-indol-4-yl phosphate P(=O)(OC1=C2C(CNC2=CC=C1)CCN(CCC)CCC)([O-])[O-]